5-phenylcyclohexane-1,3-dione C1(=CC=CC=C1)C1CC(CC(C1)=O)=O